5-[3-(2,3,3a,4,5,6,7,7a-octahydropyrrolo[3,2-c]pyridine-1-carbonyl)-1-(3,5-dichlorophenyl)-7-methoxy-4,5-dihydrobenzo[g]indazol-8-yl]pyridine-3-carboxamide N1(CCC2CNCCC21)C(=O)C2=NN(C=1C3=C(CCC21)C=C(C(=C3)C=3C=C(C=NC3)C(=O)N)OC)C3=CC(=CC(=C3)Cl)Cl